C1(CCC1)C1C(N1)C(=O)O 3-cyclobutylaziridine-2-carboxylic acid